2,5-dioxopyrrolidin-1-yl(2-(trimethylsilyl)ethyl)carbonate C[Si](C)(C)CCOC(=O)ON1C(=O)CCC1=O